CC/C(=C(/CC)\\C1=CC=C(C=C1)O)/C2=CC=C(C=C2)O The molecule is an olefinic compound that is trans-hex-3-ene in which the hydrogens at positions 3 and 4 have been replaced by p-hydroxyphenyl groups. It has a role as an antineoplastic agent, a carcinogenic agent, a xenoestrogen, an EC 3.6.3.10 (H(+)/K(+)-exchanging ATPase) inhibitor, an antifungal agent, an endocrine disruptor, an EC 1.1.1.146 (11beta-hydroxysteroid dehydrogenase) inhibitor, an autophagy inducer and a calcium channel blocker. It is a polyphenol and an olefinic compound.